C1(=CC=CC=C1)[C@@H](CC(=O)NC1=CC=CC=C1)CCC (R)-3-phenyl-N-phenylhexanamide